CC(C=O)(C(C(C)C)O)C 2,2,4-TRIMETHYL-3-HYDROXYPENTANAL